N1-(4-((dimethylamino)methyl)phenyl)-6-methylisoquinoline-1,5-diamine CN(C)CC1=CC=C(C=C1)NC1=NC=CC=2C(=C(C=CC12)C)N